1,7-Diamino-4-(3-aminopropyl)heptan NCCCC(CCCN)CCCN